1-(6-(Aminomethyl)pyrimidin-4-yl)dihydropyrimidine-2,4(1H,3H)-dione NCC1=CC(=NC=N1)N1C(NC(CC1)=O)=O